(S)-[5-[2-Cyclopropyl-1-(2-fluorophenyl)-2-oxoethyl]-6,7-dihydro-4H-thieno[3,2-c]pyridin-2-yl]acetat C1(CC1)C([C@H](C1=C(C=CC=C1)F)N1CC2=C(CC1)SC(=C2)CC(=O)[O-])=O